N-methoxy-2,2-dimethylbenzeneAcetamide CONC(CC1C(C=CC=C1)(C)C)=O